CN([C@@H](C(C)C)C(=O)OC)C(=O)C1CN(C1)C(=O)C1[N@@](C1)C(C1=CC=CC=C1)(C1=CC=CC=C1)C1=CC=CC=C1 methyl N-methyl-N-(1-((R)-1-tritylaziridine-2-carbonyl)azetidine-3-carbonyl)-L-valinate